N-hydroxy-N-[(1S)-3-hydroxy-1-pyrazin-2-yl-propyl]carbamic acid tert-butyl ester C(C)(C)(C)OC(N([C@@H](CCO)C1=NC=CN=C1)O)=O